C(#N)C1=CC=C(C=C1)N1N=CC(=C1)[C@@H](C(=O)NC1=NNC(=C1)C1CC1)C (S)-2-(1-(4-cyanophenyl)-1H-pyrazol-4-yl)-N-(5-cyclopropyl-1H-pyrazol-3-yl)propanamide